3-(methyldimethoxysilyl)-1-propanethiol C[Si](CCCS)(OC)OC